[Ir+3].COC1=CC=C(C=N1)C1COC2=C(O1)C=CC(=C2)C(C)=O 1-(2-(6-methoxypyridin-3-yl)-2,3-dihydrobenzo[b][1,4]dioxin-6-yl)ethanone iridium (iii)